2,6-bis(di-p-tolylamino)naphthalene C1(=CC=C(C=C1)N(C1=CC2=CC=C(C=C2C=C1)N(C1=CC=C(C=C1)C)C1=CC=C(C=C1)C)C1=CC=C(C=C1)C)C